(2s,3s,5r)-3-methyl-7-oxo-3-(1H-1,2,3-triazol-1-ylmethyl)-4-thia-1-azabicyclo[3.2.0]heptane-2-carboxylic acid-4,4-dioxide C[C@@]1([C@@H](N2C(C[C@H]2S1(=O)=O)=O)C(=O)O)CN1N=NC=C1